(4aS,5aS)-2-(5-fluoropyridin-2-yl)-3-(1H-pyrazolo[3,4-b]pyridin-4-yl)-4,4a,5,5a-tetrahydrocyclopropa[4,5]pyrrolo[1,2-b]pyrazole FC=1C=CC(=NC1)C=1C(=C2N(N1)[C@@H]1[C@H](C2)C1)C1=C2C(=NC=C1)NN=C2